N1=CC=CC=2CCCC(C12)CN (5,6,7,8-tetrahydroquinolin-8-yl)methanamine